2-hydroxy-3-(1H-indol-3-yl)propanoic acid OC(C(=O)O)CC1=CNC2=CC=CC=C12